6-chloro-3-(1-methyl-1H-pyrazol-4-yl)-N-((7-methyl-3H-imidazo[4,5-b]pyridin-2-yl)methyl)imidazo[1,2-b]pyridazin-8-amine ClC=1C=C(C=2N(N1)C(=CN2)C=2C=NN(C2)C)NCC2=NC=1C(=NC=CC1C)N2